NC1=C(C=C(N=N1)C1=C(C=CC=C1)O)N1CC2CCC(C1)N2C2=CC(=NC=C2)C#CCN 2-(6-amino-5-(8-(2-(3-aminoprop-1-yn-1-yl)pyridin-4-yl)-3,8-diazabicyclo[3.2.1]oct-3-yl)pyridazin-3-yl)phenol